CSCCC(C(=O)O)[NH3+] The molecule is a sulfur-containing amino-acid anion that is the conjugate acid of methionine, arising from protonation of the amino group. It is a conjugate acid of a methionine.